FC=1C=C(C(=NC1)O)[C@@H](C)NC(OCC1=CC=CC=C1)=O benzyl (R)-(1-(5-fluoro-2-hydroxypyridin-3-yl)ethyl)carbamate